3-(((tertbutyldimethylsilyl)oxy)methyl)bicyclo[1.1.1]pentane-1-carbaldehyde C(C)(C)(C)[Si](OCC12CC(C1)(C2)C=O)(C)C